ClC1=C(C(=CC=C1OC)F)N1N=CC2=C1COC[C@H]2NC(=O)C2=NNC=1CCCCC21 (S)-N-(1-(2-chloro-6-fluoro-3-methoxyphenyl)-1,4,5,7-tetrahydropyrano[3,4-c]pyrazol-4-yl)-4,5,6,7-tetrahydro-1H-indazole-3-carboxamide